N-(1-benzofuran-5-yl)-10-methoxy-7-thia-2,5-diazatricyclo[6.4.0.02,6]dodeca-1(12),3,5,8,10-pentaene-4-carboxamide O1C=CC2=C1C=CC(=C2)NC(=O)C2=CN1C3=CC=C(C=C3SC1=N2)OC